(2E,6E)-farnesol OC\C=C(/C)\CC\C=C(/C)\CCC=C(C)C